dodecyl-hydroxystearamide C(CCCCCCCCCCC)C(C(=O)N)(CCCCCCCCCCCCCCCC)O